(S)-6-(cyclopropanecarboxamido)-4-((4-methoxy-1-methyl-5-(2,2,2-trifluoro-1-methoxyethyl)-1H-indazol-3-yl)amino)-N-(methyl-d3)pyridazine-3-carboxamide C1(CC1)C(=O)NC1=CC(=C(N=N1)C(=O)NC([2H])([2H])[2H])NC1=NN(C2=CC=C(C(=C12)OC)[C@@H](C(F)(F)F)OC)C